FC1=C(C=CC=C1)CN 1-(2-fluorophenyl)methylamine